13-(3,5-dimethoxybenzyl)-3-((3,5-dimethoxybenzyl)oxy)-2,9,10-trimethoxy-5,6-dihydroisoquinolino[3,2-a]isoquinolin-7-ium COC=1C=C(CC2=C3C=CC(=C(C3=C[N+]3=C2C=2C=C(C(=CC2CC3)OCC3=CC(=CC(=C3)OC)OC)OC)OC)OC)C=C(C1)OC